ClC=1C=C(C=C2C=C(N=CC12)NC(=O)[C@H]1[C@H](C1)F)C=1C(=NC(=CC1)OC)C cis-N-[8-chloro-6-(6-methoxy-2-methyl-3-pyridinyl)-3-isoquinolinyl]-2-fluoro-cyclopropanecarboxamide